methyl-butyl-sulfuric acid CC(CCC)OS(O)(=O)=O